4-methyl-1,3-oxazol-2-amine CC=1N=C(OC1)N